1-{[(5s,7s)-3-(3-cyclopropyl-5-isoxazolyl)-7-methyl-2-oxo-1-oxa-3-azaspiro[4.5]decan-7-yl]methyl}-1H-benzimidazole-6-carbonitrile C1(CC1)C1=NOC(=C1)N1C(O[C@]2(C1)C[C@@](CCC2)(C)CN2C=NC1=C2C=C(C=C1)C#N)=O